C(CCCCCCC\C=C/CCCCCCCC)(=O)OC[C@@H](OC(CCCCCCCCCCCCC)=O)COP(=O)(O)OCCN 1-oleoyl-2-myristoyl-sn-glycero-3-phosphoethanolamine